2-(2-(4-(2-(2-(((5s,8s)-4-hydroxy-3-mesityl-2-oxo-1-oxaspiro[4.5]dec-3-en-8-yl)oxy)ethoxy)ethyl)piperazin-1-yl)ethoxy)acetic acid OC1=C(C(OC12CCC(CC2)OCCOCCN2CCN(CC2)CCOCC(=O)O)=O)C2=C(C=C(C=C2C)C)C